C[N+]=1NC=C2C=CC=CC12 1-methyl-2H-Indazol-1-ium